FC=1C(=C(C=CC1F)C(=O)N1CC(C1)(O)C(C)N(C)C)NC1=C(C=C(C=C1)I)F 1-({3,4-difluoro-2-[(2-fluoro-4-iodophenyl)amino]phenyl}carbonyl)-3-[1-(dimethylamino)ethyl]azetidin-3-ol